BrC=1C(=C(C#N)C(=CC1Cl)OC)N1CCC(CC1)C1=NN=CN1C 3-bromo-4-chloro-6-methoxy-2-[4-(4-methyl-1,2,4-triazol-3-yl)piperidin-1-yl]benzonitrile